C1(CCCC1)N1C(CCC2=C1N=C(N=C2)NC2=C(C=C(C=C2)N2CCN(CC2)C)OC)=O 8-cyclopentyl-2-((2-methoxy-4-(4-methylpiperazin-1-yl)phenyl)amino)-5,8-dihydropyrido[2,3-d]pyrimidin-7(6H)-one